FC1=CC=C(C=2C=NN(C12)C1OCCCC1)C(=O)C1=NC=C(C(=C1NC(OC(C)(C)C)=O)C)OCC(F)(F)F tert-Butyl N-[2-(7-fluoro-1-tetrahydropyran-2-yl-indazole-4-carbonyl)-4-methyl-5-(2,2,2-trifluoroethoxy)-3-pyridyl]carbamate